C(C1=CC=CC=C1)OC(=O)C1NCC=2NC3=CC=CC=C3C2C1 1,2,3,4-tetrahydro-β-carboline-3-carboxylic acid benzyl ester